2-(4-(pyrrolidin-1-yl)phenyl)ethylamine hydrochloride Cl.N1(CCCC1)C1=CC=C(C=C1)CCN